5,10,15,20-Tetraphenyl-21H,23H-porphine Iron [Fe].C1(=CC=CC=C1)C=1C2=CC=C(N2)C(=C2C=CC(C(=C3C=CC(=C(C=4C=CC1N4)C4=CC=CC=C4)N3)C3=CC=CC=C3)=N2)C2=CC=CC=C2